CC=1C=CC(=C(C1)O)C1=NN=C(C2=CC=CC=C12)N([C@H]1CN(CCC1)C)C (R)-5-methyl-2-(4-(methyl(1-methylpiperidin-3-yl)amino)phthalazin-1-yl)phenol